3-(2-bromophenyl)glutaric acid BrC1=C(C=CC=C1)C(CC(=O)O)CC(=O)O